C(C1=CC=CC=C1)OC=1C=C2CCC(=C(C2=CC1)C1=CC=C(C=C1)N1CCC(CC1)C(OC)OC)C1=CC(=CC=C1)OC(F)(F)F 1-(4-(6-(benzyloxy)-2-(3-(trifluoromethoxy)phenyl)-3,4-dihydronaphthalen-1-yl)phenyl)-4-(dimethoxymethyl)piperidine